((2-(3'-(5-(((S)-2-carbamoylpyrrolidin-1-yl)methyl)-6-(difluoromethoxy)benzo[d]oxazol-2-yl)-2,2'-dimethyl-[1,1'-biphenyl]-3-yl)-6-(difluoromethoxy)benzo[d]oxazol-5-yl)methyl)-L-proline C(N)(=O)[C@H]1N(CCC1)CC=1C(=CC2=C(N=C(O2)C=2C(=C(C=CC2)C2=C(C(=CC=C2)C=2OC3=C(N2)C=C(C(=C3)OC(F)F)CN3[C@@H](CCC3)C(=O)O)C)C)C1)OC(F)F